2-Amino-6-fluoro-N-[5-fluoro-4-(1-methyl-1H-imidazol-5-yl)pyridin-3-yl]pyrazolo[1,5-a]pyrimidin-3-carboxamid NC1=NN2C(N=CC(=C2)F)=C1C(=O)NC=1C=NC=C(C1C1=CN=CN1C)F